FC=1C=NC=C(C1C=1NC=CN1)OC 3-fluoro-4-(1H-imidazol-2-yl)-5-methoxypyridine